ClC1=CC(=C(C(=C1)C)C1C(N(C2(C1=O)CCN(CC2)OC)C)=O)C 3-(4-chloro-2,6-dimethylphenyl)-8-methoxy-1-methyl-1,8-diazaspiro[4.5]Decane-2,4-dione